(S)-2-((4-((6-((4-Cyano-2-fluorophenoxy)methyl)pyridin-2-yl)oxy)piperidin-1-yl)methyl)-1-(oxetan-2-ylmethyl)-1H-benzo[d]imidazole-6-carboxylic acid C(#N)C1=CC(=C(OCC2=CC=CC(=N2)OC2CCN(CC2)CC2=NC3=C(N2C[C@H]2OCC2)C=C(C=C3)C(=O)O)C=C1)F